C(C)C1=C(C=CC(=C1)CCCCCCC)O 2-ethyl-4-heptylphenol